COC(=O)C=1C(=C2C(=C3C1C=CC(O3)(C)C)C=CC=C2)O 6-hydroxy-2,2-dimethylbenzo[h]benzopyran-5-carboxylic acid methyl ester